COCCOC1=CC=C(C=C1)B(O)O (4-(2-methoxyethoxy)phenyl)boronic acid